6-(2,6-dimethylphenyl)-10-(hydroxymethyl)-12-methyl-2,2-dioxo-9-oxa-2λ6-thia-3,5,12,19-tetrazatricyclo[12.3.1.14,8]nonadeca-1(18),4(19),5,7,14,16-hexaen-13-one CC1=C(C(=CC=C1)C)C1=NC=2NS(C=3C=CC=C(C(N(CC(OC(=C1)N2)CO)C)=O)C3)(=O)=O